4-(methylphenyl)[4-(2-methylpropyl)phenyl]iodonium hexafluorophosphate F[P-](F)(F)(F)(F)F.CC1=C(C=CC=C1)C1(CC=C(C=C1)[IH+])CC(C)C